CC1(COCC1)C1(NC(=CC=C1NC1COCC1)C=1C=NC=CC1)N 2-(3-methyltetrahydrofuran-3-yl)-6-(3-pyridyl)-N3-Tetrahydrofuran-3-ylpyridine-2,3-diamine